C(C)(=O)OCCC(C)C Ethanoic acid, 3-methyl-1-butyl ester